FC1=C(C(=CC=C1)F)C=1NC2=C(C3=C(N1)C(=NN3)C)C=C(N=C2C)N2CC3OC(C2)C3 3-(5-(2,6-difluorophenyl)-3,7-dimethyl-1,6-dihydropyrazolo[4,3-d]pyrido[4,3-f][1,3]diazepin-9-yl)-6-oxa-3-azabicyclo[3.1.1]heptane